FC=1C(=C(C=CC1F)[C@H]1[C@@H](O[C@]([C@H]1C)(C(F)(F)F)C)C(=O)NC1=NN(C(=C1)C[C@@H]1OC(OC1)(C)C)C)OC (2r,3S,4S,5r)-3-(3,4-difluoro-2-methoxyphenyl)-N-(5-(((S)-2,2-dimethyl-1,3-dioxolan-4-yl)methyl)-1-methyl-1H-pyrazol-3-yl)-4,5-dimethyl-5-(trifluoromethyl)tetrahydrofuran-2-carboxamide